C(C)C=1C=C(C=CC1)CC(C=O)(C)C 3-(3-ethylphenyl)-2,2-dimethylpropionaldehyde